FC=1C(=C(C=O)C=C(C1)C(=O)N1CCN(CC1)C=1C=NC(=C(C1)F)N1CCCC1)O 3-fluoro-5-(4-(5-fluoro-6-(pyrrolidin-1-yl)pyridin-3-yl)piperazine-1-carbonyl)-2-hydroxybenzaldehyde